3-(4-benzylpiperidin-1-yl)-N-(1H-indol-2-yl)propaneamide C(C1=CC=CC=C1)C1CCN(CC1)CCC(=O)NC=1NC2=CC=CC=C2C1